ONC(CCCCCCCCC(=O)O[C@@H]1CC[C@@]2([C@H]3CC[C@@]4(C(=CC[C@H]4[C@@H]3CC=C2C1)C=1C=NC=CC1)C)C)=O (3R,8R,9S,10R,13S,14S)-10,13-dimethyl-17-(pyridin-3-yl)-2,3,4,7,8,9,10,11,12,13,14,15-dodecahydro-1H-cyclopenta[a]phenanthren-3-yl 10-(hydroxyamino)-10-oxodecanoate